tert-butyl 2-{3-chloro-2-[(2-cyclopropyl-6-fluoro-4-{[(2Z)-imidazolidin-2-ylidene]carbamoyl}phenyl)amino]pyridin-4-yl}-4,5-dihydro-1H-imidazole-1-carboxylate ClC=1C(=NC=CC1C=1N(CCN1)C(=O)OC(C)(C)C)NC1=C(C=C(C=C1F)C(N=C1NCCN1)=O)C1CC1